ONC(=O)C1=CC2=C(OCC(N2CC=2SC3=NC(=CC=C3N2)C(F)(F)F)=O)C=C1 N-hydroxy-3-oxo-4-((5-(trifluoromethyl)thiazolo[5,4-b]pyridin-2-yl)methyl)-3,4-dihydro-2H-benzo[b][1,4]oxazine-6-carboxamide